C(C)(C)(C)OC(=O)N1CCC(CC1)NC1=C(C(=CC=C1)N1CC=2NN=CC2C1)[N+](=O)[O-] 4-[3-(4,6-dihydro-1H-pyrrolo[3,4-c]pyrazol-5-yl)-2-nitro-anilino]piperidine-1-carboxylic acid tert-butyl ester